(2-fluoro-4-(3-(trifluoromethyl)-5,6-dihydro-[1,2,4]triazolo[4,3-a]pyrazin-7(8H)-yl)phenyl)methylamine FC1=C(C=CC(=C1)N1CC=2N(CC1)C(=NN2)C(F)(F)F)CN